3-(trimethoxysilylpropyl)-2-bromo-2-methylpropionate CO[Si](OC)(OC)CCCCC(C(=O)[O-])(C)Br